6-methoxypyridine-2-carbonitrile COC1=CC=CC(=N1)C#N